C(C)(C)(C)C1=C(N=C(S1)NC(C=CNC1=NC=CC2=CC=C(C=C12)N1N=C(N=N1)C)=O)C N-(5-(tert-butyl)-4-methylthiazol-2-yl)-3-((7-(5-methyl-2H-tetrazol-2-yl)isoquinolin-1-yl)amino)propenamide